C1=CC=CC=2C3=CC=CC=C3N(C12)C1=CC=C(C=C1)C1=CC=CC=2C3=CC=CC=C3N(C12)C=1C(=NC(=CC1C1=C(C(C#N)=CC(=C1)C1=C(C(=NC(=C1)C1=CC=CC=C1)C1=CC=CC=C1)N1C2=CC=CC=C2C=2C=CC=C(C12)C1=CC=C(C=C1)N1C2=CC=CC=C2C=2C=CC=CC12)C#N)C1=CC=CC=C1)C1=CC=CC=C1 3,5-bis(3-(4-(9H-carbazol-9-yl)phenyl-9H-carbazol-9-yl)-2,6-diphenylpyridin-4-yl)phthalonitrile